C(C)[C@]1(CC(CC=2C3=C(C(NC12)=O)SC(=C3)C=3C=NNC3)(F)F)O |r| racemic-6-ethyl-8,8-difluoro-6-hydroxy-2-(1H-pyrazol-4-yl)-6,7,8,9-tetrahydrothieno[2,3-c]quinolin-4(5H)-one